O[C@H](COC1=CC=C(C=C1)C=1C=CC(=NC1)NCCNC(OC(C)(C)C)=O)COC(C1=CC=CC=C1)(C1=CC=CC=C1)C1=CC=CC=C1 (R)-tert-butyl (2-((5-(4-(2-hydroxy-3-(trityloxy)-propoxy) phenyl)pyridin-2-yl)amino)ethyl)carbamate